1-(8-bromopyrido[2,3-e][1,2,4]triazolo[4,3-a]pyrazin-4-yl)-N-methylazepin-3-amine BrC1=CC2=C(N=C(C=3N2C=NN3)N3C=C(C=CC=C3)NC)N=C1